(6Z)-10,13-dihydroxyoctadec-6-enoic acid OC(CC\C=C/CCCCC(=O)O)CCC(CCCCC)O